1,3-Dimethylimidazole dimethyl-phosphate COP(=O)(OC)O.CN1CN(C=C1)C